NC1=C2N=CN(C2=NC=N1)[C@H]1[C@@H]([C@@H]([C@H](O1)CNCCNC(CC)=O)O)O N-(2-((((2R,3S,4R,5R)-5-(6-amino-9H-purin-9-yl)-3,4-dihydroxytetrahydrofuran-2-yl)methyl)amino)ethyl)propionamide